4,4'-bis[3',5'-bis(trifluoromethyl)phenyl]-1,1'-biphenyl-2,2'-diamine FC(C=1C=C(C=C(C1)C(F)(F)F)C=1C=C(C(=CC1)C=1C(=CC(=CC1)C1=CC(=CC(=C1)C(F)(F)F)C(F)(F)F)N)N)(F)F